6-[But-3-enyl(methyl)amino]-N'-[2-[tert-butyl(diphenyl)silyl]oxyhex-5-enoyl]-3-nitro-5-(trifluoromethyl)pyridine-2-carbohydrazide C(CC=C)N(C1=C(C=C(C(=N1)C(=O)NNC(C(CCC=C)O[Si](C1=CC=CC=C1)(C1=CC=CC=C1)C(C)(C)C)=O)[N+](=O)[O-])C(F)(F)F)C